(RS)-Quinoline-2-carboxylic acid (4-pyrrolidin-3-yl-phenyl)-amide hydrochloride Cl.N1C[C@H](CC1)C1=CC=C(C=C1)NC(=O)C1=NC2=CC=CC=C2C=C1 |r|